C(C)(C)(CC)C1CCC(CC1)\C(=C(/C(=O)O)\C(C)(C)CCC)\C(=O)O.ClC1=CC=C(C(=O)NCC2=CC=C(C=C2)S(F)(F)(F)(F)F)C=C1 Para-chloro-N-(4-(pentafluorosulfanyl)benzyl)benzamide (4-tert-pentylcyclohexyl)tert-hexyl-fumarate